deuteriolysin [2H]N[C@@H](CCCCN)C(=O)O